N1N=CC2=CC(=CC=C12)C1=NN2C(N=CC=C2)=C1C(=O)OCC Ethyl 2-(1H-indazol-5-yl)pyrazolo[1,5-a]pyrimidine-3-carboxylate